C(C)OC(=O)C=1C(=NN2C1C(=CC=C2)OC)NC(=O)OC(C)(C)C ((tert-Butoxycarbonyl)amino)-4-methoxypyrazolo[1,5-a]pyridine-3-carboxylic acid ethyl ester